6-[5-[1-[[8-(trifluoromethyl)quinazolin-4-yl]amino]ethyl]-1,2,4-triazol-1-yl]pyridine-3-carbonitrile FC(C=1C=CC=C2C(=NC=NC12)NC(C)C1=NC=NN1C1=CC=C(C=N1)C#N)(F)F